C(CC=CCCCC)C1C(OC(C1)=O)=O dihydro-3-(3-octen-1-yl)-2,5-furandione